((R)-1-(2-(trifluoromethyl)pyrimidin-5-yl)ethyl)benzamide FC(C1=NC=C(C=N1)[C@H](C)C1=C(C(=O)N)C=CC=C1)(F)F